N1(CCC2(CC1)COC1=NC(=CC=C12)C(=O)OC)C(=O)OC(C)(C)C 1'-(tert-butyl) 6-methyl 2H-spiro[furo[2,3-b]pyridine-3,4'-piperidine]-1',6-dicarboxylate